CC1(OC2=C(C1)C=C(C=C2C(=O)N)[N+](=O)[O-])C 2,2-dimethyl-5-nitro-2,3-dihydrobenzofuran-7-formamide